CC1=CC=C(C=C1)S(=O)(=O)\C=C\S(=O)(=O)C1=CC=C(C)C=C1 trans-1,2-di-p-toluenesulfonyl-ethylene